C(=O)(O)C(N(CCNCCO)C(C(=O)O)C(=O)O)C(=O)O.[Na] sodium N'-dicarboxymethyl-N-hydroxyethyl-N'-dicarboxymethyl-ethylenediamine